ClC1=CC=C(OC2(CCC(CC2)(F)F)C(=O)O)C=C1 1-(4-chlorophenoxy)-4,4-difluorocyclohexane-1-carboxylic acid